NCC=1N=CN2C1C=C(C=C2)C#N 1-(aminomethyl)imidazo[1,5-a]pyridine-7-carbonitrile